(rac)-1-(3-{1-[3,5-bis(trifluoromethyl)benzoylamino]Ethyl}pyrazin-2-yl)-1H-pyrazole-4-carboxylic acid FC(C=1C=C(C(=O)N[C@H](C)C=2C(=NC=CN2)N2N=CC(=C2)C(=O)O)C=C(C1)C(F)(F)F)(F)F |r|